OC1(C(N(CC1)C)=O)C1=CC(=NO1)C=1C=C(C=CC1)B(O)O 3-(5-(3-hydroxy-1-methyl-2-oxopyrrolidin-3-yl)isoxazol-3-yl)phenylboronic acid